N-butyl-2-nitrooxyethyl-nitro-amine C(CCC)N([N+](=O)[O-])CCO[N+](=O)[O-]